(R)-benzyl 2-(2-(4-((tert-butoxycarbonyl)amino)piperidin-1-yl)-2-oxoethyl)morpholine-4-carboxylate C(C)(C)(C)OC(=O)NC1CCN(CC1)C(C[C@@H]1CN(CCO1)C(=O)OCC1=CC=CC=C1)=O